(R)-5-(4-((7-cyclopropyl-6-oxo-5,6-dihydro-1,5-naphthyridin-3-yl)methyl)piperazin-1-yl)-6-methyl-N-(tetrahydrofuran-3-yl)picolinamide choline propionate salt C(CC)(=O)[O-].OCC[N+](C)(C)C.C1(CC1)C=1C(NC=2C=C(C=NC2C1)CN1CCN(CC1)C=1C=CC(=NC1C)C(=O)N[C@H]1COCC1)=O